(R)-1-(2,5-dichlorophenyl)ethyl (1-methyl-4-(6-methyl-5-(methylsulfonamido) pyridin-2-yl)-1H-1,2,3-triazol-5-yl)carbamate CN1N=NC(=C1NC(O[C@H](C)C1=C(C=CC(=C1)Cl)Cl)=O)C1=NC(=C(C=C1)NS(=O)(=O)C)C